FC(C1=NN(C=C1C(=O)NC1=C(C=CC=C1)C1=CC=C(C=C1)C=1SC(=NN1)C1=CC=CC=C1)C)F (E)-3-(difluoromethyl)-1-methyl-N-(4'-(5-phenyl-1,3,4-thiadiazol-2-yl)-[1,1'-biphenyl]-2-yl)-1H-pyrazole-4-carboxamide